6-chloro-5-methyl-4-((tetrahydro-2H-pyran-4-yl)amino)nicotinic acid ethyl ester C(C)OC(C1=CN=C(C(=C1NC1CCOCC1)C)Cl)=O